ClC1=NC=2C=C(C=3C(C2C(=N1)N1C[C@H]2CC[C@@H](C1)N2C(=O)OC(C)(C)C)=CN(N3)C)C3=CC(=CC2=CC=C(C(=C32)F)F)OCOC tert-butyl (1R,5S)-3-(7-chloro-4-(7,8-difluoro-3-(methoxymethoxy)naphthalen-1-yl)-2-methyl-2H-pyrazolo[4,3-f]quinazolin-9-yl)-3,8-diazabicyclo[3.2.1]octane-8-carboxylate